BrC1=C(C2=C(N(S(C2CCO[Si](C)(C)C(C)(C)C)(=O)=O)CCO[Si](C)(C)C(C)(C)C)C=C1)F 5-bromo-1,3-bis(2-((tert-butyldimethylsilyl)oxy)ethyl)-4-fluoro-1,3-dihydrobenzo[c]isothiazole 2,2-dioxide